CN1C(=NC2=C(C=C(C=C2C1=O)C)[C@@H](C)NC1=C(C(=O)OC)C=CC=C1)C1=CC=CC=C1 (R)-methyl 2-(1-(3,6-dimethyl-4-oxo-2-phenyl-3,4-dihydroquinazolin-8-yl)ethylamino)benzoate